(R)-1-(2-(tert-butylamino)-2-oxoacetyl)-2-(cyclopropylmethyl)-N-((S)-3-oxo-1-((S)-2-oxopyrrolidin-3-yl)-4-(trifluoromethoxy)butan-2-yl)pyrrolidine-2-carboxamide C(C)(C)(C)NC(C(=O)N1[C@@](CCC1)(C(=O)N[C@@H](C[C@H]1C(NCC1)=O)C(COC(F)(F)F)=O)CC1CC1)=O